1-((5-(5-(difluoromethyl)-1,3,4-oxadiazole-2-yl)pyridine-2-yl)methyl)-3-methyl-5-(thiophene-3-yl)-1,3-dihydro-2H-benzo[d]imidazole-2-one FC(C1=NN=C(O1)C=1C=CC(=NC1)CN1C(N(C2=C1C=CC(=C2)C2=CSC=C2)C)=O)F